NC1=C(C=2C=NC(=CC2N1C1=C2C=NN(C2=CC(=C1C)F)C1OCCCC1)C1CC1)C#N 2-amino-6-cyclopropyl-1-(6-fluoro-5-methyl-1-tetrahydropyran-2-yl-indazol-4-yl)pyrrolo[3,2-c]pyridine-3-carbonitrile